((3S,6S,12aS)-9-chloro-6-isobutyl-1,4-dioxo-1,2,3,4,6,7,12,12a-octahydropyrazino[1',2':1,6]pyrido[3,4-b]indol-3-yl)-N,N-dimethylacetamide ClC=1C=CC=2C3=C(NC2C1)[C@@H](N1[C@@H](C3)C(N[C@H](C1=O)CC(=O)N(C)C)=O)CC(C)C